CC(=CCC/C(=C/CC/C(=C/CC/C(=C\\CC/C(=C\\CC/C(=C\\CC/C(=C\\CC/C(=C\\CC/C(=C\\CC/C(=C\\CC/C(=C\\COP(=O)(O)OP(=O)(O)O[C@@H]1[C@@H]([C@H]([C@@H]([C@H](O1)CO)O[C@H]2[C@@H]([C@H]([C@@H]([C@H](O2)CO)O)O[C@@H]3[C@H]([C@H]([C@@H]([C@H](O3)CO)O)O)O[C@H]4[C@@H]([C@H]([C@@H]([C@H](O4)C(=O)O)O[C@H]5[C@H]([C@H]([C@@H]([C@H](O5)CO)O)O)O)O)O)O)O)O)/C)/C)/C)/C)/C)/C)/C)/C)/C)/C)C The molecule is an oligosaccharide phosphate that is a pentasaccharide consisting of one glucuronic acid, two mannose and two glucose residues linked via a diphospho group to undecaprenol. It is a conjugate acid of a beta-D-Man-(1->4)-beta-D-GlcA-(1->2)-alpha-D-Man-(1->3)-beta-D-Glc-(1->4)-alpha-D-Glc-1-diphospho-ditrans,polycis-undecaprenol(3-).